FC=1C=2N(C=C(C1)C1=NN3C(=NC(=CC3=O)N3CCN(CC3)C)S1)C=C(N2)C 2-(8-fluoro-2-methylimidazo[1,2-a]pyridin-6-yl)-7-(4-methylpiperazin-1-yl)-5H-[1,3,4]thiadiazolo[3,2-a]pyrimidin-5-one